O1COC2=C1C=CC(=C2)/C=C/C=C/C(=O)N2CCN(CC2)C2=CC=C(C=C2)F (2e,4e)-5-(benzo[d][1,3]dioxol-5-yl)-1-(4-(4-fluorophenyl)piperazin-1-yl)penta-2,4-dien-1-one